7-(difluoromethyl)-6-fluoro-3-(6-methylsulfanylpyrimidin-4-yl)pyrazolo[1,5-a]pyrimidin-2-amine FC(C1=C(C=NC=2N1N=C(C2C2=NC=NC(=C2)SC)N)F)F